triethylene glycol-bis[3-(3,5-dimethyl-4-hydroxyphenyl) propionate] CC=1C=C(C=C(C1O)C)CCC(=O)OCCOCCOCCOC(CCC1=CC(=C(C(=C1)C)O)C)=O